ClC1=C(C(=O)NNC2(CCCCC2)C)C=CC=C1[N+](=O)[O-] 2-chloro-N'-(1-methylcyclohexyl)-3-nitrobenzohydrazide